C(CCCCC)C1(CCC2=CC=CC=C12)[N+](=O)[O-] hexyl-nitroindane